3-(5-(8-(difluoromethoxy)-4-(pyrrolidin-1-ylmethyl)-1,5-naphthyridin-2-yl)-1-oxoisoindolin-2-yl)piperidine-2,6-dione FC(OC=1C=CN=C2C(=CC(=NC12)C=1C=C2CN(C(C2=CC1)=O)C1C(NC(CC1)=O)=O)CN1CCCC1)F